C(#N)N1[C@H]2[C@@H](C[C@@H]1CC2)NC(=O)C2CCC=1NC3=CC=CC=C3C1C2 N-((1R,2R,4S)-7-cyano-7-azabicyclo[2.2.1]heptan-2-yl)-2,3,4,9-tetrahydro-1H-carbazole-3-carboxamide